N-[4-Bromo-5-methyl-2-(trifluoromethyl)phenyl]formamide BrC1=CC(=C(C=C1C)NC=O)C(F)(F)F